FC(CN1C(=NC=2C1=NC(=CC2)C2=CNC=1N=C(N=CC12)NC1CC(C1)(O)C)C)F 3-((5-(3-(2,2-difluoroethyl)-2-methyl-3H-imidazo[4,5-b]pyridin-5-yl)-7H-pyrrolo[2,3-d]pyrimidin-2-yl)amino)-1-methylcyclobutan-1-ol